C(C)(C)OC1=C(C#N)C=C(C=C1)COC=1C=C2CCC(C2=CC1)=O 2-isopropoxy-5-(((1-oxo-2,3-dihydro-1H-inden-5-yl)oxy)methyl)-benzonitrile